FC(OC1=C(C(=O)N[C@H]2[C@H](C2)F)C(=CC(=C1)C=1C=NN2C1C=CC(=C2)C(CO)(C)C)OC)F 2-(difluoromethoxy)-N-[(1R,2S)-2-fluorocyclopropyl]-4-[6-(2-hydroxy-1,1-dimethylethyl)pyrazolo[1,5-a]pyridin-3-yl]-6-methoxybenzamide